COC1CCC(CC1)COC1=NN=C(S1)N 5-(((1r,4r)-4-methoxycyclohexyl)methoxy)-1,3,4-thiadiazol-2-amine